trans-4-(2-((R)-4-(2,3-dichlorophenyl)-3-methylpiperazin-1-yl)ethyl)cyclohex-an-1-amine ClC1=C(C=CC=C1Cl)N1[C@@H](CN(CC1)CC[C@@H]1CC[C@H](CC1)N)C